CN1N=CC(=C1)C1=NC=CC(=N1)O 2-(1-methyl-1H-pyrazol-4-yl)pyrimidin-4-ol